4-(Trifluoromethyl)isothiazoL-5-amine FC(C=1C=NSC1N)(F)F